2,7-diaminoacridine NC1=CC2=CC3=CC(=CC=C3N=C2C=C1)N